tert-Butyl (2,2-dimethyl-3-((5-(methylthio)pyrimidin-2-yl)amino)propyl)carbamate CC(CNC(OC(C)(C)C)=O)(CNC1=NC=C(C=N1)SC)C